C(C)(C)(C)OC(=O)N1C(=NC2=C1C=C(C=C2)[N+](=O)[O-])N(C(=O)OC(C)(C)C)C(=O)OC(C)(C)C 2-(Bis(t-Butoxycarbonyl)amino)-6-nitro-1H-benzo[d]imidazole-1-carboxylic acid tert-butyl ester